benzyl 8-{[8-(benzyloxy)-2-[(tert-butyldimethylsilyl)oxy]-8-oxooctyl](3-{[(tert-butoxy)carbonyl]amino}propyl)amino}-7-[(tert-butyldimethylsilyl)oxy]octanoate C(C1=CC=CC=C1)OC(CCCCCC(CN(CC(CCCCCC(=O)OCC1=CC=CC=C1)O[Si](C)(C)C(C)(C)C)CCCNC(=O)OC(C)(C)C)O[Si](C)(C)C(C)(C)C)=O